C1(CCCCC1)CCCC=1OC=CC1 3-cyclohexyl-1-(furan-2-yl)propane